N-(1-(3-Methoxyphenyl)-3-phenylpropyl)-4-methylbenzenesulfonamide COC=1C=C(C=CC1)C(CCC1=CC=CC=C1)NS(=O)(=O)C1=CC=C(C=C1)C